ethyl 2-(1H-pyrazol-3-yl)acetate N1N=C(C=C1)CC(=O)OCC